3-(3-phenylpropyl)-5-[(2S)-1-benzenesulfonylpyrrolidin-2-yl]-1,2,4-oxadiazoleiD C1(=CC=CC=C1)CCC[C-]1NOC(=N1)[C@H]1N(CCC1)S(=O)(=O)C1=CC=CC=C1